FC1(OC2=C(O1)C=CC(=C2)B(O)O)F 2,2-difluorobenzo[d][1,3]dioxolan-5-yl-boronic acid